C1(CC1)C1=NN(C=N1)C1CC2(CN(C2)C(=O)N2CC3(C2)CC(C3)NC(=O)C3(CC3)C(F)(F)F)C1 N-[2-[6-(3-cyclopropyl-1,2,4-triazol-1-yl)-2-azaspiro[3.3]heptane-2-carbonyl]-2-azaspiro[3.3]heptan-6-yl]-1-(trifluoromethyl)cyclopropanecarboxamide